FC1=C(C(=O)N(C)C)C=C(C=C1O)N1N=C(C=2C1=CN=C(C2)N2C1(CC1)COCC2)C 2-Fluoro-3-hydroxy-N,N-dimethyl-5-(3-methyl-5-(7-oxa-4-azaspiro[2.5]octan-4-yl)-1H-pyrazolo[3,4-c]pyridin-1-yl)benzamide